OC1=NC(=NC(=N1)O)O 2,4,6-trihydroxy-s-triazine